BrCCCCCCC1(C2=CC=CC=C2C=2C=CC=CC12)CCCCCCBr 9,9-bisbromohexylfluorene